(2S)-2-[4-bromo-2-(4-ethoxy-4,5-dihydroisoxazol-3-yl)phenoxy]-3-cyclopropylpropionic acid tert-butyl ester C(C)(C)(C)OC([C@H](CC1CC1)OC1=C(C=C(C=C1)Br)C1=NOCC1OCC)=O